1-(((3S)-1-((3-cyano-1-azetidinyl)sulfonyl)-3-piperidinyl)carbonyl)-N-((1S,3S)-3-(hydroxymethyl)-2,3-dihydro-1H-inden-1-yl)-D-prolinamide C(#N)C1CN(C1)S(=O)(=O)N1C[C@H](CCC1)C(=O)N1[C@H](CCC1)C(=O)N[C@H]1C[C@@H](C2=CC=CC=C12)CO